FC=1C=C(C=CC1C1=C2CNC(C2=C(C=C1)C=1NC(=CN1)C)=O)NC(=O)NC1=C(C=CC=C1C(F)(F)F)F 1-{3-fluoro-4-[7-(5-methyl-1H-imidazol-2-yl)-1-oxo-2,3-dihydro-1H-isoindol-4-yl]-phenyl}-3-(2-fluoro-6-trifluoromethyl-phenyl)-urea